3-((3-exo)-3-((4-((5-methyl-1H-pyrazol-3-yl)amino)-1H-imidazo[4,5-c]pyridin-6-yl)amino)-8-azabicyclo[3.2.1]octan-8-yl)propionitrile CC1=CC(=NN1)NC1=NC(=CC2=C1N=CN2)NC2CC1CCC(C2)N1CCC#N